tert-Butyl (5-((2-(2,6-dioxopiperidin-3-yl)-1,3-dioxoisoindolin-5-yl)oxy)pentyl)(methyl)carbamate O=C1NC(CCC1N1C(C2=CC=C(C=C2C1=O)OCCCCCN(C(OC(C)(C)C)=O)C)=O)=O